1-(2-(imidazo[2,1-b]thiazole-2-carbonyl)-2-azaspiro[3.3]heptan-6-yl)-3-(3-(trifluoromethyl)phenyl)urea S1C=2N(C=C1C(=O)N1CC3(C1)CC(C3)NC(=O)NC3=CC(=CC=C3)C(F)(F)F)C=CN2